pinacol bis-boronate B(O)O.B(O)O.OC(C)(C)C(C)(C)O